C(C)(C)(C)C1=CC(=NC=C1)C=1N(C2=CC=C(C=C2C1)SCC(=O)OC)C(=O)OC(C)(C)C tert-butyl 2-(4-(tert-butyl)pyridin-2-yl)-5-((2-methoxy-2-oxoethyl)thio)-1H-indole-1-carboxylate